C1(=CC=C(CC1)C(=C)C)C p-mentha-1,3,8-triene